C(C)(C)(C)C1=CC=C(C=C1)N(C(=O)[C@@H]1N(C[C@@H](C1)OC)C#N)C(C(=O)NC1CCC(CC1)(F)F)(C)C=1C=NC=CC1 (2R,4R)-N-(4-(tert-butyl)phenyl)-1-cyano-N-(1-((4,4-difluorocyclohexyl)amino)-1-oxo-2-(pyridin-3-yl)propan-2-yl)-4-methoxypyrrolidine-2-carboxamide